(3R)-N-(cyclopropylmethyl)-1-(6-(1-(5-(6-(pyrrolidin-1-yl)pyrazin-2-yl)-1,3,4-oxadiazol-2-yl)ethyl)pyridazin-3-yl)piperidin-3-amine C1(CC1)CN[C@H]1CN(CCC1)C=1N=NC(=CC1)C(C)C=1OC(=NN1)C1=NC(=CN=C1)N1CCCC1